NC(CC(=O)O)C(NCCC(OC(CC)CC)=O)=O 3-amino-3-{[3-oxo-3-(pentan-3-yloxy)propyl]carbamoyl}propanoic acid